3-bromo-5-methyl-1-propylpyrazin-2(1H)-one BrC=1C(N(C=C(N1)C)CCC)=O